C1(CC1)N1CCN(CC1)C1CCN(CC1)C(=O)C1=CC=C(C2=C1CCO2)NC2=CC(=C1C(=N2)NC=C1C(F)(F)F)NCC (4-(4-cyclopropylpiperazin-1-yl)piperidin-1-yl)(7-((4-(ethylamino)-3-(trifluoromethyl)-1H-pyrrolo[2,3-b]pyridin-6-yl)amino)-2,3-di-hydrobenzofuran-4-yl)methanone